S(N)(=O)(=O)C=1C=2N(C=CC1)C=C(N2)C(=O)OCC ethyl 8-sulfamoylimidazo[1,2-a]pyridine-2-carboxylate